C(C1=CC=CC=C1)(C1=CC=CC=C1)(C1=CC=CC=C1)N1C=NC(=C1)CCN 2-(1-trityl-1H-imidazol-4-yl)ethan-1-amine